O1CCC(=CC1)C=1C=CC=C2CN(C(C12)=O)C=1C=CC=C2C(=CNC12)C1=NC(=NC=C1C)NC1=NN(C(=C1)C)C 7-(3,6-dihydro-2H-pyran-4-yl)-2-(3-(2-((1,5-dimethyl-1H-pyrazol-3-yl)amino)-5-methylpyrimidin-4-yl)-1H-indol-7-yl)isoindolin-1-one